CC1CC2C(CC1COC(=O)C1=CC3C(CC1C)O3)O2 3,4-Epoxy-6-methylcyclohexenecarboxylic acid (3,4-epoxy-6-methylcyclohexylmethyl) ester